ethyl N-[4-(2,4-dihydroxyphenyl)pentanoyl]glycinate OC1=C(C=CC(=C1)O)C(CCC(=O)NCC(=O)OCC)C